undecanetriol C(CCCCCCCCCC)(O)(O)O